N,N,1-trimethyl-1,4,5,6-tetrahydropyrrolo[3,4-c]pyrazole-3-carboxamide CN(C(=O)C=1C2=C(N(N1)C)CNC2)C